5-hydroxy-1,3-dioxolane OC1COCO1